(2S,4R)-1-[(2S)-2-(4-cyclopropyltriazol-1-yl)-3,3-dimethyl-butanoyl]-4-hydroxy-N-(6-isoquinolylmethyl)pyrrolidine-2-carboxamide C1(CC1)C=1N=NN(C1)[C@H](C(=O)N1[C@@H](C[C@H](C1)O)C(=O)NCC=1C=C2C=CN=CC2=CC1)C(C)(C)C